amino-1-isopropyl-1H-indole-2-carboxylic acid ethyl ester C(C)OC(=O)C=1N(C2=CC=CC=C2C1N)C(C)C